(R)-2-(3-((tert-Butoxycarbonyl)(methyl)amino)pyrrolidin-1-yl)pyrimidine-5-carboxylic acid methyl ester COC(=O)C=1C=NC(=NC1)N1C[C@@H](CC1)N(C)C(=O)OC(C)(C)C